C(#N)C=1C=C(C=CC1)C1=NN2C(N=C(C=C2)C(=O)N[C@@H]2COC[C@H]2O)=C1C1=CC(=NC(=C1)C)C 2-(3-cyanophenyl)-3-(2,6-dimethyl-4-pyridyl)-N-[(3R,4S)-4-hydroxytetrahydrofuran-3-yl]pyrazolo[1,5-a]pyrimidine-5-carboxamide